C(C)(C)(C)C=1C(=C(C=C(C1)C)CCC(=O)OCCOCCOCCOC(CCC=1C=C(C=C(C1O)C(C)(C)C)C)=O)O ethylenebis(oxyethylene) bis-(3-(5-t-butyl-4-hydroxy-m-tolyl)-propionate)